6-Amino-3-cyclohexene-1-carboxylic acid hydrochloride Cl.NC1CC=CCC1C(=O)O